9,12,15-Octadecatrienamide C(CCCCCCCC=CCC=CCC=CCC)(=O)N